OC[C@H]1N(C[C@@H]([C@H]([C@@H]1O)O)O)C[C@@H]1CN(CC1)C=1C(=NC=CC1)C(F)(F)F (2R,3R,4R,5S)-2-(hydroxymethyl)-1-(((R)-1-(2-(trifluoromethyl)pyridin-3-yl)pyrrolidin-3-yl)methyl)piperidine-3,4,5-triol